7-(trifluoromethyl)-2H-indazole FC(C1=CC=CC2=CNN=C12)(F)F